ClC=1C=C(C=CC1)N[C@H](CC(C)C)C(=O)N1[C@H]2CC([C@@H]([C@H]1C(=O)N[C@@H](C[C@H]1C(NCCC1)=O)C#N)CC2)(F)F (1R,3S,4R)-2-((3-chlorophenyl)-D-leucyl)-N-((S)-1-cyano-2-((S)-2-oxopiperidin-3-yl)ethyl)-5,5-difluoro-2-azabicyclo[2.2.2]octane-3-carboxamide